N1=NC(=CC=C1)C1=NC=CC=C1 diazinyl-pyridine